CNC(C1=C(C=CC=C1)SC1=CC=C2C(=NNC2=C1)C#CC1=NC=C(C=C1)OCCN1CCCC1)=O N-methyl-2-{[3-(2-{5-[2-(pyrrolidin-1-yl)ethoxy]pyridin-2-yl}ethynyl)-1H-indazol-6-yl]sulfanyl}benzamide